O(C(=O)C)C=1C(=C(C=CC1)I)OC(=O)C diacetoxyliodobenzene